2-methyl-N-(6,6,6-trifluoro-1-(2-hydroxyethoxy)hexan-3-yl)propane-2-sulfinamide CC(C)(C)S(=O)NC(CCOCCO)CCC(F)(F)F